NC=1C(NC=2C3=C(C(=CC2C1C1=C2C=NNC2=C(C=C1)F)C)C=NS3)=O 7-Amino-6-(7-fluoro-1H-indazol-4-yl)-4-methyl-9H-[1,2]thiazolo[4,5-h]quinolin-8-one